ethylsulfonyl-aniline C(C)S(=O)(=O)NC1=CC=CC=C1